3-[7-[3-[tert-butyl(dimethyl)silyl]oxy-1-naphthyl]-8-fluoro-2-[[(2S)-1-methylpyrrolidin-2-yl]methoxy]pyrido[4,3-d]pyrimidin-4-yl]-3,8-diazabicyclo[3.2.1]octane [Si](C)(C)(C(C)(C)C)OC=1C=C(C2=CC=CC=C2C1)C1=C(C=2N=C(N=C(C2C=N1)N1CC2CCC(C1)N2)OC[C@H]2N(CCC2)C)F